PYRIDOXINE HCl Cl.N1=C(C)C(O)=C(CO)C(CO)=C1